5-Methyl-N-[6-(trifluoromethoxy)-1,3-benzothiazol-2-yl]bicyclo[3.3.1]nonan-1-carboxamid CC12CCCC(CCC1)(C2)C(=O)NC=2SC1=C(N2)C=CC(=C1)OC(F)(F)F